C=C1CC2(CN(C2)C(=O)OCCCC)C1 butyl 6-methylene-2-azaspiro[3.3]heptane-2-carboxylate